NC1=C(SC2=NC(=C(C=C21)F)C)C(=O)N[C@H]2COC1=CC(=CC=C1C2)N2CCNCC2 (R)-3-amino-5-fluoro-6-methyl-N-(7-(piperazin-1-yl)chroman-3-yl)thieno[2,3-b]pyridine-2-carboxamide